Trisiloxan [SiH3]O[SiH2]O[SiH3]